BrC=1C=CC=C2CN(C(C12)=O)C=1C=CC=C2C(=CNC12)C1=NC(=NC=C1C)NC1=NN(C(=C1)C)C 7-bromo-2-(3-(2-((1,5-dimethyl-1H-pyrazol-3-yl)amino)-5-methylpyrimidin-4-yl)-1H-indol-7-yl)isoindolin-1-one